COC1=C(C=CC=C1)C(CC1(CC=CC=C1)N1C(N(C(C2=C1SC(=C2C)C=2OC=CN2)=O)CC2CC(C2)C(=O)O)=O)OC2CCOCC2 3-((1-(2-(2-methoxyphenyl)-2-((tetrahydro-2H-pyran-4-yl)oxy)ethyl)Phenyl)-5-methyl-6-(oxazol-2-yl)-2,4-dioxo-1,2-dihydrothieno[2,3-d]Pyrimidin-3(4H)-yl)methylCyclobutanecarboxylic acid